(1R,4S)-2-(4-methoxyphenyl)-7,7-dimethyl-2-azabicyclo[2.2.2]octan-5-one COC1=CC=C(C=C1)N1[C@@H]2CC([C@H](C1)CC2(C)C)=O